2-((4-(4-chlorophenyl)-3-cyano-6-(thiophen-2-yl)pyridine-2-yl)thio)-2-phenylacetic acid ClC1=CC=C(C=C1)C1=C(C(=NC(=C1)C=1SC=CC1)SC(C(=O)O)C1=CC=CC=C1)C#N